CN[C@H](C)C1=CNC(C2=CN=CC=C12)=O |r| rac-4-(1-(methylamino)ethyl)-2,7-naphthyridin-1(2H)-one